C(CCC)C(CCC)S 1-butyl-sulfanylbutane